ethylene glycol dithiopropionate C(CC)(=S)OCCO